FC(C1=NN=C(S1)N1C(N(C2=C1C=C(C=C2N2CCC1(COC1)CC2)S(=O)(=O)NC2(COC2)CF)C)=O)F {3-[5-(difluoromethyl)-1,3,4-thiadiazol-2-yl]-1-methyl-7-(2-oxa-7-aza-7-spiro[3.5]nonyl)-2-oxo-1,3-dihydro-1,3-benzimidazol-5-ylsulfonyl}[3-(fluoromethyl)-3-oxetanyl]amine